(+-)-CIS-TETRAHYDRO-METHYL-4-METHYLENE-6-PHENYL-2H-PYRAN C[C@@H]1O[C@@H](CC(C1)=C)C1=CC=CC=C1 |r|